2-((((9Z,12Z)-octadeca-9,12-dienoyl)oxy)methyl)propyl 1'-ethyl-[1,4'-bipiperidine]-4-carboxylate C(C)N1CCC(CC1)N1CCC(CC1)C(=O)OCC(C)COC(CCCCCCC\C=C/C\C=C/CCCCC)=O